1-[3-Hydroxy-2-(5H-imidazo[1,5-b]isoindol-5-yl)-7-azaspiro[3.5]nonan-7-yl]-3-(3-pyridyl)propan-1-on OC1C(CC12CCN(CC2)C(CCC=2C=NC=CC2)=O)C2N1C(C=3C=CC=CC23)=CN=C1